α-vinyl-β-propiolactone C(=C)C1C(=O)OC1